3-pentylquinoline-7-carboxamide C(CCCC)C=1C=NC2=CC(=CC=C2C1)C(=O)N